ClC=1C=C(C(=C2C=C(N(C12)CCNC1=CC=NC=N1)C)C)F 6-[2-(7-chloro-5-fluoro-2,4-dimethyl-indol-1-yl)-ethylamino]-pyrimidin